FC1(CCN(CC1)C1=CC(=CC=2CCOC21)NC(C2=C(C=C(C=C2)I)N2CCC1(CC1)CC2)=O)F N-(7-(4,4-difluoropiperidin-1-yl)-2,3-dihydrobenzofuran-5-yl)-4-iodo-2-(6-azaspiro[2.5]octan-6-yl)benzamide